tert-butyl ((1R,2R)-1-(2,3-dihydrobenzo[b][1,4]dioxin-6-yl)-2-octanamido-3-(pyrrolidin-1-yl)propyl) malonate C(CC(=O)O[C@@H]([C@@H](CN1CCCC1)NC(CCCCCCC)=O)C1=CC2=C(OCCO2)C=C1)(=O)OC(C)(C)C